ethyl 7-chloro-6-fluoro-1-methyl-4-oxo-1H,4H-[1,3]thiazolo[3,2-a]quinoline-3-carboxylate ClC=1C(=C2CC(C3N(C2=CC1)C(CS3C(=O)OCC)C)=O)F